N-[4-iodo-5-methyl-2-(2-{[3-(trimethylsilyl)prop-2-yn-1-yl]oxy}ethoxy)phenyl]-N-{1-methylpyrazolo[4,3-b]pyridin-5-yl}pent-2-ynamide IC1=CC(=C(C=C1C)N(C(C#CCC)=O)C1=CC=C2C(=N1)C=NN2C)OCCOCC#C[Si](C)(C)C